BrC=1C(=NC=C(C1)Br)OCCCNS(=O)(=O)C1=CC=C(C=C1)C N-(3-((3,5-dibromopyridin-2-yl)oxy)propyl)-4-methylbenzenesulfonamide